COC(=O)C1=CC(=C2C(=N1)C(CO2)(C)C)C=C 7-vinyl-3,3-dimethyl-2H-furo[3,2-b]pyridine-5-carboxylic acid methyl ester